ClC=1C=C(C=CC1C#N)CC(=O)N(C[C@H](C=1C=NC=CC1)O)C1CCC1 2-(3-chloro-4-cyano-phenyl)-N-cyclobutyl-N-[(2S)-2-hydroxy-2-(3-pyridyl)ethyl]acetamide